iodo-9,9-dimethyl-9H-fluorene IC1=CC=CC=2C3=CC=CC=C3C(C12)(C)C